5-{2-acetamidoimidazo[1,2-b]pyridazin-6-yl}-N-{[2-fluoro-5-(trifluoromethoxy)phenyl]methyl}-2,6-dimethylpyridine-3-carboxamide C(C)(=O)NC=1N=C2N(N=C(C=C2)C=2C=C(C(=NC2C)C)C(=O)NCC2=C(C=CC(=C2)OC(F)(F)F)F)C1